[4-(3-chloro-4-cyano-phenoxy)cyclohexyl]-6-[4-(hydroxymethyl)-1-piperidyl]pyridine-3-carboxamide ClC=1C=C(OC2CCC(CC2)C2=NC(=CC=C2C(=O)N)N2CCC(CC2)CO)C=CC1C#N